(E)-1-(3-(2-acetyl-2-azaspiro[3.5]nonane-7-carbonyl)-3,6-diazabicyclo[3.1.1]heptan-6-yl)-4-(dimethylamino)but-2-en-1-one C(C)(=O)N1CC2(C1)CCC(CC2)C(=O)N2CC1N(C(C2)C1)C(\C=C\CN(C)C)=O